C(C=C)(=O)NC1=NC2=CC=CC=C2N=C1 acrylamido-quinoxaline